CN1CCN(CC1)C(=O)OC(C)(C)C tert-Butyl 4-methylpiperazine-1-carboxylate